ClC=1C=C2CCN(CC2=CC1N(C(C=C)=O)C)C(C1=C(C=C(C(=C1)C(C)C)OC)O)=O N-(6-Chloro-2-(2-hydroxy-5-isopropyl-4-methoxybenzoyl)-1,2,3,4-tetrahydroisoquinolin-7-yl)-N-methylacrylamide